ClC=1C=C(C=NC1)C1=CC(=CC=2N(C=NC21)C/C(=C/CN)/F)C(F)(F)F (Z)-4-(4-(5-chloropyridin-3-yl)-6-(trifluoromethyl)-1H-benzo[d]imidazol-1-yl)-3-fluoro-but-2-en-1-amine